4-acetyl-cytidine C(C)(=O)C1(NC(N([C@H]2[C@H](O)[C@H](O)[C@@H](CO)O2)C=C1)=O)N